ClC1=CC(=C(CN2C(NC(C3=C2C=CN3)=O)=S)C=C1)C(C)NC 1-{4-chloro-2-[1-(methylamino)ethyl]benzyl}-2-thioxo-1,2,3,5-tetrahydro-4H-pyrrolo[3,2-d]pyrimidin-4-one